4-(4-biphenylylthio)phenyl-4-biphenylyl-phenylsulfonium C1(=CC=C(C=C1)SC1=CC=C(C=C1)[SH+]C1=CC=C(C=C1)C1=C(C=CC=C1)C1=CC=CC=C1)C1=CC=CC=C1